C(=O)=[Fe+2](=C=O)(=C=O)=C=O tetracarbonyl-iron (II)